CC1(C=CC=2C(=NC=C(C2)C(=O)OCC)O1)C ethyl 2,2-dimethyl-2H-pyrano[2,3-b]pyridine-6-carboxylate